diethyl 10-cyano-2,2,18,18-tetramethyl-10-tosylnonadecanedioate C(#N)C(CCCCCCCC(C(=O)OCC)(C)C)(CCCCCCCC(C(=O)OCC)(C)C)S(=O)(=O)C1=CC=C(C)C=C1